BrC1=CN(C(C=N1)=O)C 6-bromo-4-methyl-3-oxo-pyrazin